4-[[(2S)-2-[4-(2-acetyl-5-chloro-phenyl)-5-methoxy-2-oxo-1-pyridinyl]-3,3-dideutero-3-(2,3,4,5,6-pentadeuterophenyl)propionyl]amino]benzoic acid C(C)(=O)C1=C(C=C(C=C1)Cl)C1=CC(N(C=C1OC)[C@H](C(=O)NC1=CC=C(C(=O)O)C=C1)C(C1=C(C(=C(C(=C1[2H])[2H])[2H])[2H])[2H])([2H])[2H])=O